3-(4-hydroxybenzyl)pyridin-4-one OC1=CC=C(CC2C=NC=CC2=O)C=C1